Tert-Butyl 4-[4-(2,2,2-trifluoroethoxy)phenyl]piperidine-1-carboxylate FC(COC1=CC=C(C=C1)C1CCN(CC1)C(=O)OC(C)(C)C)(F)F